ClC=1C(=NC(=NC1)N[C@H]1[C@@H](COCC1)O)C=1C=C2C3(C(=NC2=C(C1)F)C(C)C)CCCC3 (3S,4R)-4-((5-Chloro-4-(7'-fluoro-2'-isopropylspiro[cyclopentane-1,3'-indol]-5'-yl)pyrimidine-2-yl)amino)tetrahydro-2H-pyran-3-ol